C(C)(C)(C)OC(NCCN(CC)[C@H](C)C1=CC(=CC=C1)Cl)=O (R)-(2-((1-(3-chlorophenyl)ethyl)(ethyl)amino)ethyl)carbamic acid tert-butyl ester